FC=1C=C2C(=C(C(NC2=NC1C1=C(C=CC=C1OC)F)=O)C#N)N1CCNCC1 6-fluoro-7-(2-fluoro-6-methoxyphenyl)-2-oxo-4-(piperazin-1-yl)-1,2-dihydro-1,8-naphthyridine-3-carbonitrile